FC1=CC=C(C=C1)C=1N(C(C=2N(C1)N=CC2C2=CC=C(C#N)C=C2)=O)C 4-(6-(4-fluorophenyl)-5-methyl-4-oxo-4,5-dihydropyrazolo[1,5-a]pyrazin-3-yl)benzonitrile